C(C)N1CCC(CC1)C=1N=NC2=CC(=CC(=C2C1)F)C=1C=CC=2N(N1)C=C(N2)C 6-[3-(1-ethylpiperidin-4-yl)-5-fluorocinnolin-7-yl]-2-methylimidazo[1,2-b]pyridazine